FC(C1=NC(=NO1)C=1C=CC(=NC1)CNC=1C(C(C1)=O)=O)(F)F (((5-(5-(trifluoromethyl)-1,2,4-oxadiazol-3-yl)pyridin-2-yl)methyl)amino)cyclobut-3-ene-1,2-dione